FC12CCC(CC1)CC2 1-fluoro-bicyclo[2.2.2]Octane